tert-butyl (S)-3-(((tert-butoxycarbonyl)(6-hydroxybenzo[d]oxazol-2-yl)amino)methyl)pyrrolidine-1-carboxylate C(C)(C)(C)OC(=O)N(C=1OC2=C(N1)C=CC(=C2)O)C[C@@H]2CN(CC2)C(=O)OC(C)(C)C